dl-2-(5-(((7-(3,3-difluoro-4-methoxypiperidin-1-yl)-5-isopropyl-5H-pyrrolo[3,2-d]pyrimidin-2-yl)thio)methyl)-2-fluorophenyl)acetic acid FC1(CN(CCC1OC)C1=CN(C2=C1N=C(N=C2)SCC=2C=CC(=C(C2)CC(=O)O)F)C(C)C)F